CCB 2-ethylborane